3-(Pentadecyloxy)-2,2-bis((pentadecyloxy)methyl)propyl 4-(4-(2-hydroxyethyl)piperazin-1-yl)butanoate OCCN1CCN(CC1)CCCC(=O)OCC(COCCCCCCCCCCCCCCC)(COCCCCCCCCCCCCCCC)COCCCCCCCCCCCCCCC